N4-{(1R)-1-[3-(difluoromethyl)-2-fluorophenyl]ethyl}-2-methyl-N6-{[(2RS)-oxetan-2-yl]methyl}pyrido[3,4-d]pyrimidine-4,6-diamine FC(C=1C(=C(C=CC1)[C@@H](C)NC=1C2=C(N=C(N1)C)C=NC(=C2)NC[C@@H]2OCC2)F)F |&1:24|